2-[3-([8-bromo-[1,2,4]triazolo[1,5-a]pyridin-2-yl]amino)phenyl]-1-(4-methylpiperazin-1-yl)ethan-1-one BrC=1C=2N(C=CC1)N=C(N2)NC=2C=C(C=CC2)CC(=O)N2CCN(CC2)C